ClC1=CC=C(C[C@H]2CO[C@H](CN2C2CCC(CC2)C2=NN(C(=C2)C)C)C(=O)NC2=NN=NN2)C=C1 (2R,5S)-5-(4-Chlorobenzyl)-4-(4-(1,5-dimethyl-1H-pyrazol-3-yl)cyclohexyl)-N-(1H-tetrazol-5-yl)morpholin-2-carboxamid